NC1=NC=NC2=CC(=C(C=C12)C)C 4-amino-6,7-dimethyl-quinazoline